The molecule is a benzazepine that is benazeprilat in which the carboxy group of the 2-amino-4-phenylbutanoic acid moiety has been converted to the corresponding ethyl ester. It is used (generally as its hydrochloride salt) as a prodrug for the angiotensin-converting enzyme inhibitor benazeprilat in the treatment of hypertension and heart failure. It has a role as an EC 3.4.15.1 (peptidyl-dipeptidase A) inhibitor and a prodrug. It is a benzazepine, a dicarboxylic acid monoester, an ethyl ester and a lactam. It derives from a benazeprilat. It is a conjugate base of a benazepril(1+). CCOC(=O)[C@H](CCC1=CC=CC=C1)N[C@H]2CCC3=CC=CC=C3N(C2=O)CC(=O)O